C(C(=O)[O-])(=O)[O-].C(C(=O)O)(=O)[O-].[Fe+3] ferric bisoxalate